2-methylene-tetrahydro-1H-pyrrolizine C=C1CC2CCCN2C1